4-hydroxy-2,5-dimethylpyrimidine OC1=NC(=NC=C1C)C